(1R,2R)-2-(hydroxymethyl)cyclopropane-1-carboxylic acid tert-butyl Ester C(C)(C)(C)OC(=O)[C@H]1[C@@H](C1)CO